1-((1R,2S,3R,3aS,5S)-2,3,5-trihydroxy-2,3,3a,4,5,6-hexahydro-1H-inden-1-yl)pyrimidine-2,4(1H,3H)-dione O[C@H]1[C@@H](C2=CC[C@@H](C[C@@H]2[C@H]1O)O)N1C(NC(C=C1)=O)=O